C(C)(=O)O[C@H](C=O)[C@H](OC(C)=O)[C@H](OC(C)=O)[C@@H](OC(C)=O)C 2,3,4,5-tetra-O-acetyl-L-fucose